2,2-dimethyl-N-((S)-6-oxo-6,7-dihydro-5H-dibenzo(b,d)azepin-7-yl)-N'-(2,2,3,3,3-pentafluoro-propyl)-malonamide CC(C(=O)N[C@H]1C2=C(C3=C(NC1=O)C=CC=C3)C=CC=C2)(C(=O)NCC(C(F)(F)F)(F)F)C